P1-tert-butyl-(tert-butyliminotris(dimethylamino)phosphane) C(C)(C)(C)P(N(C)C=NC(C)(C)C)(N(C)C)N(C)C